N-(3-(2-aminoquinazolin-6-yl)-2,4-difluorophenyl)-3-chloro-2-fluorobenzenesulfonamide NC1=NC2=CC=C(C=C2C=N1)C=1C(=C(C=CC1F)NS(=O)(=O)C1=C(C(=CC=C1)Cl)F)F